C(CCC)(=O)OCC1=CCC(C=C1)=O 4-oxo-benzyl butyrate